2-(1-(4-ethoxyphenyl)ethyl)benzo[d]isothiazol-3(2H)-one 1,1-dioxide C(C)OC1=CC=C(C=C1)C(C)N1S(C2=C(C1=O)C=CC=C2)(=O)=O